4-amino-N-cyclopropyl-N-({5-[(1,3-dimethylpyrazol-4-yl)ethynyl]pyridin-2-yl}methyl)-7-fluoro-1-methylpyrazolo[4,3-c]quinoline-8-carboxamide NC1=NC=2C=C(C(=CC2C2=C1C=NN2C)C(=O)N(CC2=NC=C(C=C2)C#CC=2C(=NN(C2)C)C)C2CC2)F